FC(C=1N=CC=2N(C1)C=C(N2)C(=O)OCC)F ethyl 6-(difluoromethyl)imidazo[1,2-a]pyrazine-2-carboxylate